2-(6-methyl-4-oxopyrrolo[1,2-d][1,2,4]triazin-3(4H)yl)acetic acid CC1=CC=C2N1C(N(N=C2)CC(=O)O)=O